tert-butyl (7-amino-7-methyl-6,7-dihydro-5H-cyclopenta[c]pyridin-4-yl)carbamate NC1(CCC2=C1C=NC=C2NC(OC(C)(C)C)=O)C